[N+](=O)([O-])C1=CC=C(C=C1)OC(=O)N1C[C@H](CC1)OC (4-nitrophenyl)(S)-3-methoxypyrrolidine-1-Carboxylate